C(CCCCCCCCCC)ON1C(CC(CC1(C)C)OC(OC1CC(N(C(C1)(C)C)OCCCCCCCCCCC)(C)C)=O)(C)C.C(C)N(CC)[Si](C)(C)C N,N-diethylaminotrimethyl-silane bis(1-Undecanoxy-2,2,6,6-tetramethylpiperidin-4-yl)carbonate